ClC1=C(C=CC(=C1)OC1=CC=CC=C1)C(=O)C1=CNC2=NC=CC(=C21)N[C@H]2CNCCC2 (R)-(2-Chloro-4-phenoxyphenyl)(4-(piperidin-3-ylamino)-1H-pyrrolo[2,3-b]pyridin-3-yl) ketone